C1(CC1)C(N1C=CC2=CC=C(C(=C12)C)F)C1=NC=CC=C1C N-(cyclopropyl(3-methylpyridin-2-yl)methyl)-6-fluoro-7-methyl-1H-indole